pentamethylcyclopentadienyl-(1-sec-butyl-6,6-diethyl-1,5,6,7-tetrahydro-s-indacenyl)hafnium CC1=C(C(=C(C1([Hf]C1(C=CC2=CC=3CC(CC3C=C12)(CC)CC)C(C)CC)C)C)C)C